(2,4,5-trifluoro-phenyl)methanamine FC1=C(C=C(C(=C1)F)F)CN